BrC1=CC=C(CNS(=O)(=O)C2=CC=C(C=C2)NC(=O)NCC2=CC=NC=C2)C=C1 N-(4-bromobenzyl)-4-(3-(pyridin-4-ylmethyl)ureido)benzenesulfonamide